CN(C1(CN(CCC1)C(=O)OC(C)(C)C)CCC1=CC(=CC=C1)C(F)(F)F)C tert-butyl 3-(dimethylamino)-3-(3-(trifluoromethyl)phenethyl)piperidine-1-carboxylate